(S)-2-((S)-4,4-difluoro-3-(5-(morpholinomethyl)-6-oxo-1,6-dihydropyridin-3-yl)piperidin-1-yl)-N-(5-(2,4-difluorophenoxy)pyridin-2-yl)propionamide FC1([C@H](CN(CC1)[C@H](C(=O)NC1=NC=C(C=C1)OC1=C(C=C(C=C1)F)F)C)C1=CNC(C(=C1)CN1CCOCC1)=O)F